ClC1=C(C=NC(=C1)Cl)NC(=O)C1=CN=CN1 N-(4,6-dichloropyridin-3-yl)-1H-imidazole-5-carboxamide